BrC=1C(=CC(=NC1)N)OC1CCCC1 5-bromo-4-(cyclopentoxy)pyridin-2-amine